FC=1C=C(COC=2C=C3N(C(N2)=O)CC24N3C(CC2)CC4)C=C(C1OC=1C=NC(=NC1)C(F)(F)F)F 3-((3,5-difluoro-4-((2-(trifluoromethyl)pyrimidin-5-yl)oxy)benzyl)oxy)-7,8-dihydro-1H,6H,9H-6,8a-ethanopyrrolo[1',2':3,4]imidazo[1,2-c]pyrimidin-1-one